C(#N)C1=CC=C(C=C1)C#CC=1C=C(OC2=C(N=NN2)C(=O)O)C=CC1F 5-(3-((4-cyanophenyl)ethynyl)-4-fluorophenoxy)-1H-1,2,3-triazole-4-carboxylic acid